(R)-4-methyl-N-(1-(2-methyl-3-(trifluoromethyl)phenyl)ethyl)-7-(piperazin-1-yl)-2,6-naphthyridin-1-amine CC1=CN=C(C2=CC(=NC=C12)N1CCNCC1)N[C@H](C)C1=C(C(=CC=C1)C(F)(F)F)C